(R)-2-(2-((tert-Butoxycarbonyl)amino)-3-phenylpropoxy)-1-naphthoic acid C(C)(C)(C)OC(=O)N[C@@H](COC1=C(C2=CC=CC=C2C=C1)C(=O)O)CC1=CC=CC=C1